N-(1-cyclopropyl-5-fluoro-1H-benzo[d]imidazol-2-yl)-5-((dimethylamino)methyl)benzo[d]oxazol-2-amine C1(CC1)N1C(=NC2=C1C=CC(=C2)F)NC=2OC1=C(N2)C=C(C=C1)CN(C)C